C(C=C)(=O)OCCOC1=C(C=CC=C1)C1=CC=CC=C1 2-(phenylphenoxy)ethyl acrylate